OC(=O)C(F)(F)F.N1=CN=CC=C1C#N pyrimidine-6-carbonitrile TFA salt